C[C@H]1[C@@H](CNC1)C=1NC(C=2N(C1)C(=NC2)C2CCOCC2)=O trans-6-(4-methyl-pyrrolidin-3-yl)-3-(tetrahydro-pyran-4-yl)-7H-imidazo[1,5-a]pyrazin-8-one